C(C)(C)(C)OC(=O)N[C@H](C(=O)OC)CCC(C#C[Si](C)(C)C)=O methyl (S)-2-((tert-butoxycarbonyl)amino)-5-oxo-7-(trimethylsilyl)hept-6-ynoate